C(C)(C)(C)OC(=O)N1C[C@H]([C@@H](CC1)NC1=NN2C(C=N1)=C(C(=C2C(C)C)C#N)F)F (3R,4R)-4-({6-cyano-5-fluoro-7-isopropylpyrrolo[2,1-f][1,2,4]triazin-2-yl}amino)-3-fluoropiperidine-1-carboxylic acid tert-butyl ester